N(=[N+]=[N-])CC=1C=NC=C(C1)OC1OCCCC1 3-(azidomethyl)-5-((tetrahydro-2H-pyran-2-yl)oxy)pyridine